N2-[1-(4,4-dimethyl-2,6-dioxocyclohexylidene)-3-methylbutyl]-N6-[(9H-fluoren-9-ylmethoxy)carbonyl]-L-lysine CC1(CC(C(C(C1)=O)=C(CC(C)C)N[C@@H](CCCCNC(=O)OCC1C2=CC=CC=C2C=2C=CC=CC12)C(=O)O)=O)C